2,2-dimethoxy-N-methyl-1-aza-2-silacyclopentane CO[Si]1(N(CCC1)C)OC